5-Bromo-3-[(2,2-dimethyl-9-oxo-3,3-diphenyl-8-aza-4-oxa-3-sila-non-9-yl)amino]-1-[(3-methoxyphenyl)methyl]pyrazole-4-carboxylic acid ethyl ester C(C)OC(=O)C=1C(=NN(C1Br)CC1=CC(=CC=C1)OC)NC(NCCCO[Si](C(C)(C)C)(C1=CC=CC=C1)C1=CC=CC=C1)=O